Cl.Cl.C(C)(C)[C@H]1[C@@H](C[C@@H](CC1)C)C(=O)NCC1=C(C=CC=C1)N1CCNCC1 (1R,2S,5R)-2-isopropyl-5-methyl-N-(2-(piperazin-1-yl)benzyl)cyclohexanecarboxamide dihydrochloride